C(C)(C)(C)C=1N=CN(C1)C=C 4-(t-butyl)-1-Vinylimidazole